(R)-N-(6-acetylisoquinolin-1-yl)-2-fluoro-4-(1-methyl-1H-1,2,3-triazol-4-yl)-N-(piperidin-3-yl)benzamide C(C)(=O)C=1C=C2C=CN=C(C2=CC1)N(C(C1=C(C=C(C=C1)C=1N=NN(C1)C)F)=O)[C@H]1CNCCC1